OCC(C(O)CO)NC(OC(C)(C)C)=O tert-butyl (1,3-dihydroxy (hydroxymethyl)propan-2-yl)carbamate